tert-butyl (8-((6-chlorohexyl)oxy)octyl)carbamate ClCCCCCCOCCCCCCCCNC(OC(C)(C)C)=O